(1aR,5aR)-2-(2,4-Difluoro-phenyl)-1a,2,5,5a-tetrahydro-1H-2,3-diaza-cyclopropa[a]pentalene-4-carboxylic acid (1-methyl-1-pyridin-4-yl-ethyl)-amide CC(C)(C1=CC=NC=C1)NC(=O)C=1C=2C[C@@H]3[C@H](C2N(N1)C1=C(C=C(C=C1)F)F)C3